1-(6-((4-(6-bromo-1H-indazol-4-yl)-1H-1,2,3-triazol-1-yl)methyl)-1H-indol-2-yl)-N-(cyclobutylmethyl)methylamine BrC1=CC(=C2C=NNC2=C1)C=1N=NN(C1)CC1=CC=C2C=C(NC2=C1)CNCC1CCC1